C(C1=CC=CC=C1)OC1=CC(=C(C(=O)OC2=C(C(=C(C(=O)OC3=C(C(=C(C(=C3)C)C(=O)OC3=C(C(=C(C(=C3C)C)C(=O)OCOC)C)CC)O)C)C(=C2C)C)C)Br)C(=C1)C)OC 4-((2-ethyl-4-((methoxymethoxy)carbonyl)-3,5,6-trimethylphenoxy) carbonyl)-3-hydroxy-2,5-dimethylphenyl 4-((4-(benzyloxy)-2-methoxy-6-methylbenzoyl)oxy)-3-bromo-2,5,6-trimethylbenzoate